C(C=C)ON1[C@@H]2C=C([C@H](N(C1=O)C2)C(=O)N)C (2S,5R)-6-(allyloxy)-3-methyl-7-oxo-1,6-diazabicyclo[3.2.1]oct-3-ene-2-carboxamide